4-[3-(5-cyclopropylpyrazin-2-yl)-N-(2,2-difluoroethyl)-5-fluoro-anilino]-5,6-difluoro-1H-quinazolin-2-one C1(CC1)C=1N=CC(=NC1)C=1C=C(N(CC(F)F)C2=NC(NC3=CC=C(C(=C23)F)F)=O)C=C(C1)F